FC1=CC=C(C=C1)N1C=NN(C1=O)CC1=CC(=C(OC(C(=O)O)(C)C)C(=C1)C)C 2-(4-((4-(4-fluorophenyl)-5-oxo-4,5-dihydro-1H-1,2,4-triazol-1-yl)methyl)-2,6-dimethylphenoxy)-2-methylpropanoic acid